tert-butyl (2R,3S,4S)-3-({[2-(azetidin-1-yl)ethyl] carbamoyl} oxy)-4-[(tert-butoxycarbonyl)oxy]-2-[(4-methoxyphenyl)methyl]pyrrolidine-1-carboxylate N1(CCC1)CCNC(=O)O[C@H]1[C@H](N(C[C@@H]1OC(=O)OC(C)(C)C)C(=O)OC(C)(C)C)CC1=CC=C(C=C1)OC